N1(CCOCC1)CCCOC1=CC=C(C=C1)C(CCCC)=O 1-{4-[3-(morpholine-4-yl)propoxy]phenyl}pentane-1-one